2,6-dibromo-4-((tetrahydro-2H-pyran-4-yl)oxy)pyridine BrC1=NC(=CC(=C1)OC1CCOCC1)Br